NC1=NN=C(S1)C1CC2(CC(C2)=O)C1 6-(5-amino-1,3,4-thiadiazol-2-yl)spiro(3.3)heptan-2-one